1,4-diazabicyclo[2.2.2]Octane-2-yl-methanol N12C(CN(CC1)CC2)CO